NCCOCCOCCOCCS(=O)(=O)C1=CC=C(C=C1)C1=NN(C(=C1CCC1=CC=C(C=C1)F)O)C1=NC2=C(N1)C=CC(=C2)Cl 3-[4-(2-{2-[2-(2-aminoethoxy)ethoxy]ethoxy}ethanesulfonyl)phenyl]-1-(5-chloro-1H-1,3-benzodiazol-2-yl)-4-[2-(4-fluorophenyl)ethyl]-1H-pyrazol-5-ol